(Z)-3-(5-((((amino(1-(o-tolyl)cyclopropyl)methylene)amino)oxy)carbonyl)-3-(difluoromethyl)-1H-pyrazol-1-yl)propanamide N\C(\C1(CC1)C1=C(C=CC=C1)C)=N/OC(=O)C1=CC(=NN1CCC(=O)N)C(F)F